6-Amino-3-((1R,3R)-4'-chloro-3-cyano-3-methyl-1',2'-dihydrospiro[cyclopentane-1,3'-pyrrolo[2,3-b]pyridin]-5'-yl)-2-fluoro-N-methyl-N-(2-morpholinoethyl)benzamide NC1=CC=C(C(=C1C(=O)N(CCN1CCOCC1)C)F)C=1C(=C2C(=NC1)NC[C@]21C[C@](CC1)(C)C#N)Cl